ClC1=C(C(=O)NCC(=O)N[C@@H](CC(C)C)B2OC([C@H]3CCC[C@H](C(O2)=O)N3C)=O)C=C(C=C1)Cl 2,5-dichloro-N-(2-(((R)-3-methyl-1-((1R,7R)-11-methyl-2,6-dioxo-3,5-dioxa-11-aza-4-borabicyclo[5.3.1]undecan-4-yl)butyl)amino)-2-oxoethyl)benzamide